OC1=C(C(=CC(=C1C(=O)N1CCN(CC1)S(=O)(=O)C)CCCCC)O)C1=CC(=CC=C1)C (2,6-dihydroxy-3'-methyl-4-pentyl-[1,1'-biphenyl]-3-yl)(4-(methylsulfonyl)piperazin-1-yl)methanone